3-(4-{[(3-chlorophenyl)methyl]sulfamoyl}phenyl)-1-(pyridin-3-ylmethyl)urea ClC=1C=C(C=CC1)CNS(=O)(=O)C1=CC=C(C=C1)NC(NCC=1C=NC=CC1)=O